3-(2-(3,3-difluoro-4-hydroxypiperidin-1-yl)-1,1-difluoro-2-oxoethyl)-4-fluoro-N-(1-methyl-1H-pyrazol-4-yl)benzamide FC1(CN(CCC1O)C(C(F)(F)C=1C=C(C(=O)NC=2C=NN(C2)C)C=CC1F)=O)F